O([C@H]1[C@H](O)[C@@H](O)[C@H](O)[C@H](O1)CO)C1=CNC2=CC=C(C=C12)OCC#C 5-Propargyloxy-1H-indol-3-yl β-D-glucopyranoside